Cl.CN(CC1=CC(=C(C=C1)B1OC(C(O1)(C)C)(C)C)C)C N,N-dimethyl-1-(3-methyl-4-(4,4,5,5-tetramethyl-1,3,2-dioxaborolan-2-yl)phenyl)methanamine hydrochloride